ethyl 4-((benzyloxy) methyl)-2-methylthieno[2,3-b]pyridine-6-carboxylate C(C1=CC=CC=C1)OCC1=C2C(=NC(=C1)C(=O)OCC)SC(=C2)C